ClC=1C=C(CC2=CC=C(S2)C=O)C=CC1 [5-(3-chlorobenzyl)-2-thienyl]methanone